ClC=1C(=NC(=NC1)NC1=C(C=C(C(=C1)C)C1CCNCC1)OCC)NC1=C(C=CC=C1)S(=O)(=O)C(C)C 5-chloro-N2-[2-ethoxy-5-methyl-4-(4-piperidyl)phenyl]-N4-(2-isopropylsulfonylphenyl)pyrimidine-2,4-diamine